1-[3-amino-5-(trifluoromethyl)-2-pyridyl]-4-methyl-piperidin-4-ol NC=1C(=NC=C(C1)C(F)(F)F)N1CCC(CC1)(O)C